methylol-erucic acid amide C(O)C(C(=O)N)CCCCCCCCCC\C=C/CCCCCCCC